C(C)OC(=O)C1(CC1)C1=NC=C(C=C1Cl)F (3-chloro-5-fluoropyridin-2-yl)cyclopropane-1-carboxylic acid ethyl ester